BrC1=CC=C(C=C1)C(C)(C)C=1N=C(SC1)NC(OC1=CC=CC=C1)=O phenyl (4-(2-(4-bromophenyl) propan-2-yl) thiazol-2-yl)carbamate